OC1CCN(CC1)C(=O)C1=CC=C(CN2C(C=CC=C2C)=O)C=C1 1-{4-[(4-hydroxypiperidin-1-yl)carbonyl]benzyl}-6-methylpyridin-2(1H)-one